tert-butyl N-[3-[5-bromo-2-(4-chlorophenyl)triazol-4-yl]-1-bicyclo[1.1.1]pentanyl]carbamate BrC=1C(=NN(N1)C1=CC=C(C=C1)Cl)C12CC(C1)(C2)NC(OC(C)(C)C)=O